C(#N)C=1C=C(C=CC1)CCC(=O)O 3-(3-cyanophenyl)propionic acid